2-(3-chloro-4-(2-fluoro-4-hydroxy-3-isopropylbenzyl)-5-methylphenoxy)-N,N-dimethylacetamide ClC=1C=C(OCC(=O)N(C)C)C=C(C1CC1=C(C(=C(C=C1)O)C(C)C)F)C